5-Amino-8-isothiazol-5-yl-3-(2-{4-[4-(2-methoxy-ethoxy)-phenyl]-piperazin-1-yl}ethyl)-1-methyl-1,3-dihydro-[1,2,4]triazolo[5,1-i]purin-2-one NC=1N2C(C=3N(C(N(C3N1)CCN1CCN(CC1)C1=CC=C(C=C1)OCCOC)=O)C)=NC(=N2)C2=CC=NS2